C(C)S(=O)(=O)NC1CCC2(CCN(CC2)C[C@H]2CN(CC2)C2=NC=NC=C2OC2=C(C(=O)N(C(C)C)C(C)C)C=C(C=C2)F)CC1 (S)-2-((4-(3-((9-(ethanesulfonamido)-3-azaspiro[5.5]undec-3-yl)methyl)pyrrolidine-1-yl)pyrimidin-5-yl)oxy)-5-fluoro-N,N-diisopropylbenzamide